1-(3-Chlorophenyl)-N-(cyclopropylmethyl)-7-oxo-6-(1,2,3,4-tetrahydroisoquinolin-7-yl)-4,5-dihydropyrazolo[3,4-c]pyridine-3-carboxamide hydrochloride Cl.ClC=1C=C(C=CC1)N1N=C(C2=C1C(N(CC2)C2=CC=C1CCNCC1=C2)=O)C(=O)NCC2CC2